4-(4-fluorophenyl)-2-(methyl-(3-methyl-6-(piperazin-1-yl)quinolin-4-yl)amino)thiazole-5-carbonitrile hydrochloride Cl.FC1=CC=C(C=C1)C=1N=C(SC1C#N)N(C1=C(C=NC2=CC=C(C=C12)N1CCNCC1)C)C